N1C(=NC2=C1C=CC=C2)C2=CC(=NN2C)NC(=O)C=2C(=NC(=CC2)N2CCOCC2)C N-[5-(1H-benzimidazol-2-yl)-1-methyl-pyrazol-3-yl]-2-methyl-6-morpholino-pyridine-3-carboxamide